C(C)(C)(C)C1CCC(CC1)OC(=O)OOC(=O)OC1CCC(CC1)C(C)(C)C Di(4-tert.-butylcyclohexyl)peroxydicarbonat